CC=1C=NN2C1C(N(CC2)C2=C(C=C(C=C2)B2OC(C(O2)(C)C)(C)C)C)=O 3-methyl-5-(2-methyl-4-(4,4,5,5-tetramethyl-1,3,2-dioxaborolan-2-yl)phenyl)-6,7-dihydropyrazolo[1,5-a]pyrazin-4(5H)-one